1-(3-Chloro-5-nitrophenyl)pyrrolidin-2-one ClC=1C=C(C=C(C1)[N+](=O)[O-])N1C(CCC1)=O